N-[[8-(hydroxymethyl)-5-[4-(trifluoromethoxy)phenyl]-7-quinolyl]methyl]prop-2-enamide OCC=1C(=CC(=C2C=CC=NC12)C1=CC=C(C=C1)OC(F)(F)F)CNC(C=C)=O